C1(CC1)C1=CN=C(S1)NC(CC=1C=NN(C1)C1=CC(=CC=C1)F)=O N-(5-cyclopropylthiazol-2-yl)-2-(1-(3-fluorophenyl)-1H-pyrazol-4-yl)acetamide